4-Chloro-3-methyl-7-(1H-pyrazol-5-yl)quinolin-2-amine ClC1=C(C(=NC2=CC(=CC=C12)C1=CC=NN1)N)C